FC(S(=O)(=O)OC=1C=C2C[C@H](N(C(C2=CC1)C1=CC=C(C=C1)OCCN1C(C2=CC=CC=C2C1=O)=O)C1=CC=C(C=C1)C1CC1)C)(F)F (3R)-2-(4-Cyclopropylphenyl)-1-(4-(2-(1,3-dioxoisoindolin-2-yl) ethoxy) phenyl)-3-methyl-1,2,3,4-tetrahydroisoquinolin-6-yl trifluoromethanesulfonate